FC1=C(C=CC=C1)N1C(=NC=C1)C=O 1-(2-fluorophenyl)-1H-imidazole-2-carbaldehyde